CN1C=NC(=C1)C=1C=C(C=C2C=C(NC12)C1=CC(=C(C(=C1)F)F)F)NC(C=C)=O N-(7-(1-methyl-1H-imidazol-4-yl)-2-(3,4,5-trifluorophenyl)-1H-indol-5-yl)acrylamide